FC=1C=C2C(=CC(=NC2=CC1)C(F)(F)F)N[C@@H]1C[C@@H](CCC1)NC(=O)C1CCC2=C(NC=N2)C1 N-[(1R,3S)-3-{[6-fluoro-2-(trifluoromethyl)quinolin-4-yl]amino}cyclohexyl]-4,5,6,7-tetrahydro-1H-1,3-benzodiazole-6-carboxamide